BrCC(=O)OCC=C Allyl 2-bromoacetate